5-(4-((1-ethyl-2-oxo-2,3-dihydro-1H-benzo[d]imidazol-5-yl)methyl)piperazin-1-yl)-N-methylpicolinamide C(C)N1C(NC2=C1C=CC(=C2)CN2CCN(CC2)C=2C=CC(=NC2)C(=O)NC)=O